F[Sb-](F)(F)(F)(F)F.C1(=CC=CC=C1)[I+]C1=CC=CC=C1 diphenyl-iodonium hexafluoroantimonate salt